2-(diethylamino)-1-(4-(2-(5-(8-methyl-[1,2,4]triazolo[1,5-a]pyridin-6-yl)-4-(2,2,2-trifluoroethyl)-1H-pyrazol-3-yl)thiazol-5-yl)piperidin-1-yl)ethan-1-one C(C)N(CC(=O)N1CCC(CC1)C1=CN=C(S1)C1=NNC(=C1CC(F)(F)F)C=1C=C(C=2N(C1)N=CN2)C)CC